1-(3-bromo-5-((R)-2-methylpyrrolidin-1-yl)phenyl)ethan-1-amine BrC=1C=C(C=C(C1)N1[C@@H](CCC1)C)C(C)N